3,5-dimethyl-2-(7-methyl-1,8-naphthyridin-2-yl)phenol CC=1C(=C(C=C(C1)C)O)C1=NC2=NC(=CC=C2C=C1)C